acryloylhydroxypropyl-3-propoxysilane C(C=C)(=O)[SiH](OCCC)CCCO